NC1=CC(C(NC1=NC=1C(=NN2C1C=CC(=C2C)C)NCCCN2C=NC=C2)=NC=2C(=NN1C2C=CC(=C1C)C)NCCCN1C=NC=C1)=N N3,N3'-(5-Amino-3-iminopyridin-2,6(1H,3H)-diyliden)bis{N2-[3-(1H-imidazol-1-yl)propyl]-6,7-dimethylpyrazolo[1,5-a]pyridin-2,3-diamin}